CC1N(CCOC1)C (2S,6S)-dimethyl-morpholine